2-butoxy-7-(4-((diethylamino)methyl)benzyl)-5H-pyrrolo[3,2-d]pyrimidin-4-amine C(CCC)OC=1N=C(C2=C(N1)C(=CN2)CC2=CC=C(C=C2)CN(CC)CC)N